2-((((9H-fluoren-9-yl)methoxy)carbonyl)amino)-4-(tert-butoxy)-4-oxobutaneamide C1=CC=CC=2C3=CC=CC=C3C(C12)COC(=O)NC(C(=O)N)CC(=O)OC(C)(C)C